N1C=CC=2C=NC=3C=CC=CC3C21 PYRROLO-[3,2-C]QUINOLINE